ClC1=C(C=CC=C1)N1C(N=C(C2=C1N=C(S2)S(=O)(=O)C)NC)=O 4-(2-chlorophenyl)-2-methanesulfonyl-7-(methylamino)-[1,3]thiazolo[4,5-d]pyrimidin-5-one